N-[2-[4-[(E)-[(2-isopropyl-5-methyl-phenyl)carbamothioylhydrazono]methyl]phenyl]pyrimidin-4-yl]-4-(trifluoromethyl)benzamide C(C)(C)C1=C(C=C(C=C1)C)NC(=S)N\N=C\C1=CC=C(C=C1)C1=NC=CC(=N1)NC(C1=CC=C(C=C1)C(F)(F)F)=O